N1=C(C=CC=C1)CC1=C(C(=O)N)C=CC=C1 [(pyridin-2-yl)methyl]benzamide